Natrium undecanoat C(CCCCCCCCCC)(=O)[O-].[Na+]